CN(C(=O)NCC1(CC(CC(C1)(C)C)NC(N(C)C)=O)C)C N'-[3-[[[(dimethylamino)carbonyl]-amino]methyl]-3,5,5-trimethylcyclohexyl]-N,N-dimethylurea